7-(bromomethyl)pyrazolo[1,5-a]quinoxalin-4(5H)-one BrCC=1C=C2NC(C=3N(C2=CC1)N=CC3)=O